CC1CCN(CC1)C1=NC2=CN=CC=C2C=C1C#N (4-methylpiperidin-1-yl)-1,7-naphthyridine-3-carbonitrile